C(C)(C)(C)C1=C(C=CC=C1)N1CCN(CC1)C(=O)C1=CC(=NO1)OCC(=O)O [(5-{[4-(2-tert-Butylphenyl)piperazin-1-yl]carbonyl}isoxazol-3-yl)oxy]acetic acid